N1(C=NC=C1)C(=O)NC1=NC(N(C=C1C)C1=CC=C(CN2CCC(CC2)NC(OC(C)(C)C)=O)C=C1)=O tert-butyl (1-(4-(4-(1H-imidazole-1-carboxamido)-5-methyl-2-oxopyrimidin-1(2H)-yl)benzyl)piperidin-4-yl)carbamate